di(dimethylaminobenzoyl)benzene Methyl-3-(4-(4-bromo-3-methylphenoxy)phenyl)propanoate COC(CCC1=CC=C(C=C1)OC1=CC(=C(C=C1)Br)C)=O.CN(C)C1=C(C(=O)C2=C(C=CC=C2)C(C2=C(C=CC=C2)N(C)C)=O)C=CC=C1